ClC1=CC2=C(N=N1)SC(=C2C)C2CCN(CC2)C(=O)OC(C)(C)C tert-butyl 4-(3-chloro-5-methylthieno[2,3-c]pyridazin-6-yl)piperidine-1-carboxylate